t-butyl(2-((2-methoxyethoxy)methyl)-6-(trifluoromethyl)pyridin-3-yl) carbamate [tert-butyl(2-((2-methoxyethoxy)methyl)-6-(trifluoromethyl)pyridin-3-yl) carbamate] C(C)(C)(C)N(C(O)=O)C=1C(=NC(=CC1)C(F)(F)F)COCCOC.C(N)(OC=1C(=NC(=CC1C(C)(C)C)C(F)(F)F)COCCOC)=O